3-(sec-butyl)-8-fluoro-4-(3-hydroxypropionyl)-1,3,4,5-tetrahydro-2H-benzo[1,4]diazepin-2-one C(C)(CC)C1C(NC2=C(CN1C(CCO)=O)C=CC(=C2)F)=O